C(CCC)C1(CS(C2=C(N(C1)C1=CC=C(C=C1)F)C=C(C(=C2)O/C=C/C(=O)OC(C)(C)C)SC)(=O)=O)CC tert-butyl (E)-3-((3-butyl-3-ethyl-5-(4-fluorophenyl)-7-(methylthio)-1,1-dioxido-2,3,4,5-tetrahydro-1,5-benzothiazepin-8-yl)oxy)acrylate